t-butyl (S)-chloro-5-hydroxy-3-oxohexanoate Cl[C@H](C(=O)OC(C)(C)C)C(CC(C)O)=O